niobium-boron [B].[Nb]